5-(4-morpholino-6-(5-(pyrrolidin-1-ylmethyl)thiophen-2-yl)-1,3,5-triazin-2-yl)pyrimidin-2-amine O1CCN(CC1)C1=NC(=NC(=N1)C=1SC(=CC1)CN1CCCC1)C=1C=NC(=NC1)N